N1CCC(CC1)OCC(=O)N1CCN(CC1)C(=O)OC(C)(C)C tert-butyl 4-(2-(piperidin-4-yloxy)acetyl)piperazin-1-carboxylate